C(C(C)(C)C)(=O)OCN1N=NC(=C1)C1CN(CC1)C=1OC(=NN1)C=1C(=NC(=NC1)NC1CC2=CC(=C(C=C2C1)F)F)C (4-(1-(5-(2-((5,6-difluoro-2,3-dihydro-1H-inden-2-yl)amino)-4-methylpyrimidine-5-yl)-1,3,4-oxadiazol-2-yl)pyrrolidin-3-yl)-1H-1,2,3-triazol-1-yl)methyl pivalate